FC1=CC(=C(OC2=C(C(=O)N)C=C(C=C2)C(F)(F)F)C=C1)C 2-(4-Fluoro-2-methylphenoxy)-5-(trifluoromethyl)benzamide